BrC1=C(C=C(OC2=CC=C(C#N)C=C2)C=C1)C=O 4-(4-bromo-3-formylphenoxy)benzonitrile